silver dithiosulfate salt S(=S)(=S)([O-])[O-].[Ag+].[Ag+]